8-(2,4-Dimethoxypyrimidin-5-yl)-6-[3-[2-(1-piperidinyl)ethoxy]pyrrolidin-1-yl]-9-tetrahydropyran-2-yl-purine COC1=NC=C(C(=N1)OC)C=1N(C2=NC=NC(=C2N1)N1CC(CC1)OCCN1CCCCC1)C1OCCCC1